9-(2,4-difluorophenyl)-3-fluoro-7-(2-(2-methoxypyridin-4-yl)tetrahydro-2H-pyran-4-yl)-2-methyl-4H-pyrazino[1,2-a]pyrimidin-4-one FC1=C(C=CC(=C1)F)C1=NC(=CN2C1=NC(=C(C2=O)F)C)C2CC(OCC2)C2=CC(=NC=C2)OC